N-[3,5-difluoro-4-[3'-(1-hydroxyethyl)-6'-oxo-spiro[cyclopropane-1,5'-imidazo[1,2-a]imidazole]-7'-yl]phenyl]pyridine-2-carboxamide FC=1C=C(C=C(C1N1C(C2(N3C1=NC=C3C(C)O)CC2)=O)F)NC(=O)C2=NC=CC=C2